C(C1=CC=CC=C1)N1CCC(CC1)(N)C1CC1 1-Benzyl-4-cyclopropylpiperidin-4-amine